2,2-dimethyl-4-(7-Methoxy-1-methyl-β-carbolin-9-yl)butanamide CC(C(=O)N)(CCN1C2=CC(=CC=C2C=2C=CN=C(C12)C)OC)C